(R)-6-(5-fluoropyridin-3-yl)-2-(3-(1,1,2-trifluoro-1-(4-methyl-4H-1,2,4-triazol-3-yl)propan-2-yl)phenyl)-4-(trifluoromethyl)isoindolin-1-one FC=1C=C(C=NC1)C1=CC(=C2CN(C(C2=C1)=O)C1=CC(=CC=C1)[C@@](C(C1=NN=CN1C)(F)F)(C)F)C(F)(F)F